6-(7-(methylsulfonyl)-2,7-diazaspiro[3.5]nonan-2-yl)-2-(pyridin-3-yl)-N-(4-(trifluoromethoxy)pyridin-2-yl)pyrimidin-4-amine CS(=O)(=O)N1CCC2(CN(C2)C2=CC(=NC(=N2)C=2C=NC=CC2)NC2=NC=CC(=C2)OC(F)(F)F)CC1